(2,2'-dichloro-[1,1'-biphenyl]-3,3'-diyl)bis(5-(((2-hydroxyethyl)amino)methyl)thiazole-2-carboxamide) ClC1=C(C=CC=C1C=1N=C(SC1CNCCO)C(=O)N)C1=C(C(=CC=C1)C=1N=C(SC1CNCCO)C(=O)N)Cl